7-bromo-2-(1,3-dioxolan-2-yl)-3-((trifluoromethyl)thio)benzofuran BrC1=CC=CC=2C(=C(OC21)C2OCCO2)SC(F)(F)F